N2-(3-aminophenyl)-N4-(2-(6-methylpyridin-2-yl)pyrimidin-4-yl)pyrimidine-2,4-diamine NC=1C=C(C=CC1)NC1=NC=CC(=N1)NC1=NC(=NC=C1)C1=NC(=CC=C1)C